FC1=C(C=C2C=CN(C(C2=C1)=O)C[C@H]1C[C@H](C[C@H](C1)OCOC)NC(OCC1=CC=CC=C1)=O)C1=NC=C(C=N1)C(F)(F)F benzyl N-[(1R,3S,5S)-3-[[7-fluoro-1-oxo-6-[5-(trifluoromethyl)pyrimidin-2-yl]-2-isoquinolyl]methyl]-5-(methoxymethoxy)cyclohexyl]carbamate